S-Vinyl-Mercaptoethanol (cis)-3-hexenyl-acetate C(C\C=C/CC)CC(=O)OC(C)SC=C